NCC1=[N+](C=CC(=C1)C(=O)N1C(CN(CC1)[C@@H](C)C(NC1=NC=C(C=C1)OC1=CC=C(C=C1)F)=O)(C)C)[O-] 2-(aminomethyl)-4-{4-[(1S)-1-{[5-(4-fluorophenoxy)pyridin-2-yl]carbamoyl} ethyl]-2,2-dimethylpiperazine-1-carbonyl}pyridin-1-ium-1-olate